4-(7-((2,4-Dimethoxybenzyl)amino)-3-(1,4-dioxaspiro[4.5]decan-8-yl)-1H-pyrazolo[4,3-d]pyrimidin-1-yl)-N-(4-(trifluoromethyl)pyridin-2-yl)benzamide COC1=C(CNC=2C3=C(N=CN2)C(=NN3C3=CC=C(C(=O)NC2=NC=CC(=C2)C(F)(F)F)C=C3)C3CCC2(OCCO2)CC3)C=CC(=C1)OC